CC(C(=O)NC=1SC=C(N1)[C@@H]1N(CCC1)C1=CC=CC=C1)CNC1=CC=NC=C1 2-methyl-N-(4-((R)-1-phenylpyrrolidin-2-yl)thiazol-2-yl)-3-(pyridin-4-ylamino)propanamide